C[C@H](C1=CC=CC=C1)N R-(+)-alpha-methylbenzylamine